N(=NC(C(=N)N)(C)C)C(C(=N)N)(C)C 2,2'-azobis(2-methyl-propioamidine)